C(C)OC1=C(C=CC(=C1)COCCC(C)C)O 2-ethoxy-4-((isopentyloxy)methyl)phenol